C1COC2(CN1)SS2 morpholine disulphide